Cl.COC(C1=CC=C(C=C1)OCCN)=O 4-(2-aminoethoxy)benzoic acid methyl ester hydrochloride